FC(OC=1C(=C(C=CC1)[C@H]1NCC[C@H]1O)C)F (2R,3R)-2-[3-(Difluoromethoxy)-2-methyl-phenyl]pyrrolidin-3-ol